tert-butyl 4-[[7-([2-fluoro-4-[3-(hydroxymethyl)pyrazol-1-yl]phenyl]amino)-1,6-naphthyridin-2-yl]sulfanyl]piperidine-1-carboxylate FC1=C(C=CC(=C1)N1N=C(C=C1)CO)NC1=NC=C2C=CC(=NC2=C1)SC1CCN(CC1)C(=O)OC(C)(C)C